ClC=1C(=CC(=C(C(=O)NC=2C(=NC(=CC2)OC)C)C1)NC1=C(C=C(C=C1)F)C)C(F)F 5-chloro-4-(difluoromethyl)-2-((4-fluoro-2-methylphenyl)amino)-N-(6-methoxy-2-methylpyridin-3-yl)benzamide